N-(3-(4-amino-3-(4-((2-methoxy-5-methylbenzamido)methyl)phenyl)-1H-pyrazolo[3,4-d]pyrimidin-1-yl)cyclopentyl)-N-methyl-1H-1,2,4-triazole-1-carboxamide NC1=C2C(=NC=N1)N(N=C2C2=CC=C(C=C2)CNC(C2=C(C=CC(=C2)C)OC)=O)C2CC(CC2)N(C(=O)N2N=CN=C2)C